2-(2-(3,6-dihydro-2H-pyran-4-yl)-5-ethyl-7-oxo-6-(piperazin-1-yl)-[1,2,4]triazolo[1,5-a]pyrimidin-4(7H)-yl)-N-(2-methyl-4-(trifluoromethyl)phenyl)acetamide HCl Cl.O1CCC(=CC1)C1=NN2C(N(C(=C(C2=O)N2CCNCC2)CC)CC(=O)NC2=C(C=C(C=C2)C(F)(F)F)C)=N1